O1N=C(C=C1)NS(=O)(=O)C1=CC(=C(C=C1)[N+](=O)[O-])OC N-(isoxazol-3-yl)-3-methoxy-4-nitrobenzenesulfonamide